C1(CC1)OC1=C(C=CC(=C1)C(F)(F)F)[N+](=O)[O-] 2-cyclopropoxy-1-nitro-4-(trifluoromethyl)benzene